4-((4-methylpiperazin-1-yl)methyl)benzoic acid dihydrochloride Cl.Cl.CN1CCN(CC1)CC1=CC=C(C(=O)O)C=C1